1,5-dioxo-5-(2-oxoazetidin-1-yl)pentan-2-ylcarbamate O=CC(CCC(N1C(CC1)=O)=O)NC([O-])=O